5-[(1S)-1-(3,5-dichloro-2-fluoro-4-pyridyl)ethoxy]-3-[6-(2-methylsulfonyl-2,6-diazaspiro[3.3]heptan-6-yl)-3-pyridyl]-1H-indazole ClC=1C(=NC=C(C1[C@H](C)OC=1C=C2C(=NNC2=CC1)C=1C=NC(=CC1)N1CC2(CN(C2)S(=O)(=O)C)C1)Cl)F